P(=O)(O)(O)O.N1=C(N)N=C(N)N=C1N.N1=C(N)N=C(N)N=C1N di-melamine phosphate